C12NC(C(CC1)CC2)=O 2-azabicyclo[2.2.2]octan-3-one